1-methyl-2-oxo-4-[4-(phenylsulfanyl)piperidin-1-yl]-1,2-dihydroquinoline-3-carbonitrile CN1C(C(=C(C2=CC=CC=C12)N1CCC(CC1)SC1=CC=CC=C1)C#N)=O